C(OCCCCCCCCCCCC)(OCI)=O Dodecyl (iodomethyl) carbonate